3-cyano-4-hydroxy-6-(1-methyl-1H-pyrazol-4-yl)pyrazolo[1,5-a]pyridine C(#N)C=1C=NN2C1C(=CC(=C2)C=2C=NN(C2)C)O